2-(4-chlorophenyl)Azolo[4,5-c]Quinoline-4(5H)-one ClC1=CC=C(C=C1)C=1NC2=C(C(NC=3C=CC=CC23)=O)C1